C(C1=CC=C(C(=O)[O-])C=C1)(=O)OCCCCC mono-pentyl terephthalate